(SULFOOXY)ETHANIMIDOTHIOATE S(=O)(=O)(O)OCC(=N)[S-]